NCCNC1=NC(=C2C(=N1)N(N=C2)C)NCC2CCN(CC2)S(=O)(=O)C2=CC=CC=C2 N6-(2-aminoethyl)-N4-{[1-(benzenesulfonyl)piperidin-4-yl]methyl}-1-methyl-1H-pyrazolo[3,4-d]pyrimidine-4,6-diamine